ClC1=NC(=NC(=N1)Cl)NCCCCCCCC 2,4-dichloro-6-octylamino-1,3,5-triazine